BrC1=CC=CC(=N1)NC(=O)[C@H]1NC2CC2(C1)CNC([C@H](C(C)C)NC(OC)=O)=O Methyl (2S)-1-(((3S)-3-(6-Bromopyridin-2-ylcarbamoyl)-2-azabicyclo[3.1.0]hexan-5-yl)methylamino)-3-methyl-1-oxobutan-2-ylcarbamate